diaminoresorcinol hydrochloride C1=C(C(=CC(=C1N)O)O)N.Cl